C(C=C)(=O)OCCCCCCCCOC(C=C)=O 1,8-octanediol diacrylate